CC(C(=O)O)(C)C1=CC(=C(C(=C1)C(C)(C)C)O)C(C)(C)C methyl-(3,5-di-tert-butyl-4-hydroxyphenyl)propionic acid